5-(5,6-dihydro-4H-pyrrolo[1,2-b]pyrazol-3-yl)-5H-imidazo[5,1-a]isoindole N=1N2C(=C(C1)C1N3C(C4=CC=CC=C14)=CN=C3)CCC2